C(C)(C)(C)P(C(C)(C)C)CNC1=CC=CC=C1 (di-t-butylphosphinomethyl)phenylamine